N-butyl-2-[cyano-(2,6-difluoro-4-pyridyl)amino]-5-methyl-thiazole-4-carboxamide C(CCC)NC(=O)C=1N=C(SC1C)N(C1=CC(=NC(=C1)F)F)C#N